N1N=CC2=CC=C(C=C12)C(=O)NC(C(=O)O)CC1=CC=C(C=C1)OCCCC1=NC=2NCCCC2C=C1 2-(1H-indazole-6-carboxamido)-3-(4-(3-(5,6,7,8-tetrahydro-1,8-naphthyridin-2-yl)propoxy)phenyl)propanoic acid